C(C)(C)(C)OCCN(CC[C@@H](C(=O)O)NC(N(CC(C)C)CC(C)C)=O)CCCCC1=NC=2NCCCC2C=C1 (2S)-4-[2-tert-butoxyethyl-[4-(5,6,7,8-tetrahydro-1,8-naphthyridin-2-yl)butyl]amino]-2-(diisobutylcarbamoylamino)butanoic acid